COC=1C=C2[C@]3(C(NC2=CC1)=O)[C@@H](C3)C3=CC=C1C(=NNC1=C3)NC3=NC(=NC=C3OC)N3CCOCC3 (1R,2S)-5'-methoxy-2-(3-{[5-methoxy-2-(morpholin-4-yl)pyrimidin-4-yl]amino}-1H-indazol-6-yl)-1'H-spiro[cyclopropan-1,3'-indol]-2'-one